4-(3-methyl-2',3',4',5'-tetrahydro-[1,1'-biphenyl]-4-yl)-1H-indazol-3-amine CC=1C=C(C=CC1C1=C2C(=NNC2=CC=C1)N)C=1CCCCC1